3-(3-Chloro-4-hydroxyphenyl)-1-(4-chlorophenyl)prop-2-en-1-one ClC=1C=C(C=CC1O)C=CC(=O)C1=CC=C(C=C1)Cl